Cl.BrC1=CC=C(C=C1)C1=CC=C(N1C1=C(C=CC=C1)C(F)(F)F)C=1C=C(C(=O)N[C@@H]2CN(CC2)C)C=CC1 3-[5-(4-bromophenyl)-1-[2-(trifluoromethyl)phenyl]pyrrol-2-yl]-N-[(3S)-1-methylpyrrolidin-3-yl]benzamide hydrochloride